FC1=CC=C(C=C1)COC1=CC=C(C=C1)[N+](=O)[O-] 1-fluoro-4-((4-nitrophenoxy)methyl)benzene